The molecule is a monounsaturated fatty acid that is (2E)-hexenoic acid in which the hydrogen at position 3 has been replaced by a methyl group. A malodourous component in the sweat of schizophrenics. It is a short-chain fatty acid, a monounsaturated fatty acid and an alpha,beta-unsaturated monocarboxylic acid. It derives from a (2E)-hexenoic acid. It is a conjugate acid of a (2E)-3-methylhex-2-enoate. CCC/C(=C/C(=O)O)/C